1-hydroxy-4-methyl-6-trimethylpentyl-2-pyridone ON1C(C=C(C=C1CCCCC(C)(C)C)C)=O